OC1=CC=C(C=C1)N1C(N(C=2C=NC(=CC21)NC2=C(C=C(C=C2)OC)C)C)=O 1-(4-hydroxyphenyl)-6-((4-methoxy-2-methylphenyl)amino)-3-methyl-1,3-dihydro-2H-imidazo[4,5-c]pyridin-2-one